BrC=1C=C(C=CC1C(F)(F)F)C1C(C(CCC1)C(NC1=C(C=C(C=C1)C(F)(F)F)F)=O)C(=O)O 2-(3-bromo-4-(trifluoromethyl)phenyl)-6-((2-fluoro-4-(trifluoromethyl)phenyl)carbamoyl)cyclohexane-1-carboxylic acid